COC(C1=C(C=C(C(=C1)[N+](=O)[O-])OC)\C=C\N(C)C)=O.BrC1=CC=C2C(=C(C=NC2=C1)NC(CCCC)=O)Cl N-(7-bromo-4-chloroquinolin-3-yl)pentanamide methyl-(E)-2-(2-(dimethylamino)ethenyl)-4-methoxy-5-nitrobenzoate